C(#C)C1=CC(=C(C=C1)CN)F (4-ethynyl-2-fluoro-phenyl)methanamine